CC1(CCC(CC1)C1=CC=C(C=C1)NCCCN)C N1-(4-(4,4-dimethylcyclohexyl)phenyl)propane-1,3-diamine